C(C)(C)(C)OC(=O)N1C=CC2=C(C(=CC(=C12)C)C#CC1CC1)CN1[C@@H](CC2(CCCO2)CC1)C1=CC=C(C=C1)C(=O)OC 5-(cyclopropylethynyl)-4-(((7S)-7-(4-(methoxycarbonyl)phenyl)-1-oxa-8-azaspiro[4.5]decane-8-yl)methyl)-7-methyl-1H-indole-1-carboxylic acid tert-butyl ester